4-(5-{2,8-dimethylimidazo[1,2-a]pyrazin-6-yl}pyrazolo[4,3-d][1,3]thiazol-2-yl)piperidine CC=1N=C2N(C=C(N=C2C)C=2SC=3C(N2)=CN(N3)C3CCNCC3)C1